8-bromo-4-hydroxy-2-methyl-quinoline-3-carboxylic acid BrC=1C=CC=C2C(=C(C(=NC12)C)C(=O)O)O